(S)-N-(2-((4-(1,2-Dimethyl-6-oxo-1,6-dihydropyridin-3-yl)phenyl)amino)-1-(4,4-dimethylcyclohexyl)-2-oxoethyl)-1-methyl-1H-pyrazole-5-carboxamide CN1C(=C(C=CC1=O)C1=CC=C(C=C1)NC([C@H](C1CCC(CC1)(C)C)NC(=O)C1=CC=NN1C)=O)C